C(C)(C)(C)OC(N(C)C1=C(C=C(C=C1)CC(=O)N(C)C)OC)=O (4-(2-(dimethylamino)-2-oxoethyl)-2-methoxyphenyl)(methyl)carbamic acid tert-butyl ester